Ethyl (2E)-3-({[(tert-butoxy)carbonyl]amino}[(6-fluoropyridin-3-yl)methyl]amino)-2-cyanoprop-2-enoate C(C)(C)(C)OC(=O)NN(/C=C(/C(=O)OCC)\C#N)CC=1C=NC(=CC1)F